4-methoxy-6-methyl-N-(5-methyl[1,1'-biphenyl]-2-sulfonyl)-1-benzofuran-2-carboxamide COC1=CC(=CC2=C1C=C(O2)C(=O)NS(=O)(=O)C=2C(=CC(=CC2)C)C2=CC=CC=C2)C